((2S,6R)-6-(6-(((R)-1-cyanopropan-2-yl)oxy)-2-isobutyramido-9H-purin-9-yl)-4-tritylmorpholin-2-yl)methyl dimethylphosphoramidochloridate CN(P(OC[C@@H]1CN(C[C@@H](O1)N1C2=NC(=NC(=C2N=C1)O[C@@H](CC#N)C)NC(C(C)C)=O)C(C1=CC=CC=C1)(C1=CC=CC=C1)C1=CC=CC=C1)(=O)Cl)C